NC1=C(C(NC2=C(C=CC=C12)C=1C=NC=CC1OC)=O)C(=O)NC(C(C([2H])([2H])[2H])([2H])[2H])([2H])[2H] 4-Amino-8-(4-methoxypyridin-3-yl)-2-oxo-N-(propyl-d7)-1,2-dihydroquinoline-3-carboxamide